C(=O)(OC(C)(C)C)NCC[C@@H](C(=O)O)NC(=O)OCC1C2=CC=CC=C2C2=CC=CC=C12 (S)-4-(BOC-amino)-2-(FMOC-amino)butyric acid